N-(4-((methylamino)methyl)phenyl)-7-(5,6,7,8-tetrahydroimidazo[1,2-a]pyridin-3-yl)quinazolin-2-amine CNCC1=CC=C(C=C1)NC1=NC2=CC(=CC=C2C=N1)C1=CN=C2N1CCCC2